1-(7-(4-chloro-2-(4-(4-methylpiperazin-1-yl)phenyl)-1H-pyrrolo[2,3-b]pyridin-3-yl)-3,4-dihydroquinolin-1(2H)-yl)prop-2-en-1-one 2,2,2-trifluoroacetate FC(C(=O)O)(F)F.ClC1=C2C(=NC=C1)NC(=C2C2=CC=C1CCCN(C1=C2)C(C=C)=O)C2=CC=C(C=C2)N2CCN(CC2)C